ClC=1SC(=CN1)C[N+]1=C2N(C(C(=C1)C1=CN(C3=CC=CC=C13)CCCC)=O)C=CC=C2C 1-((2-chlorothiazol-5-yl)methyl)-3-(1-butyl-1H-indol-3-yl)-9-methyl-4-oxo-4H-pyrido[1,2-a]pyrimidinium